4-((1S,4S,5R)-5-((5-cyclopropyl-3-(spiro[2.5]octan-6-yl)isoxazol-4-yl)methoxy)-2-azabicyclo[2.2.1]heptan-2-yl)-N-(cyclopropylsulfonyl)benzamide C1(CC1)C1=C(C(=NO1)C1CCC2(CC2)CC1)CO[C@H]1[C@@H]2CN([C@H](C1)C2)C2=CC=C(C(=O)NS(=O)(=O)C1CC1)C=C2